C(C)(C)N(C(C)C)P(OCCC/C=C/P(OC)(OC)=O)N(C(C)C)C(C)C dimethyl (E)-(5-((bis(diisopropylamino)phosphaneyl)oxy)pent-1-en-1-yl)phosphonate